B(O)(O)CCCC[C@](N)(C(=O)O)CCN1CCCC1 6-borono-2-[2-(pyrrolidin-1-yl)ethyl]norleucine